BrC=1C=CC(=NC1)N1N=CN=C1C(C)NC1=NC=NC2=C(C=C(C=C12)Cl)C(F)(F)F N-[1-[2-(5-bromo-2-pyridyl)-1,2,4-triazol-3-yl]ethyl]-6-chloro-8-(trifluoromethyl)quinazolin-4-amine